C12(CC3CC(CC(C1)C3)C2)CCNC(=O)C=2C=NC(=C(C2)C2=CC(=CC=C2)F)OC2=CC=C(C=C2)C(F)(F)F N-[2-(adamantan-1-yl)ethyl]-5-(3-fluorophenyl)-6-[4-(trifluoromethyl)phenoxy]pyridine-3-carboxamide